4-(3-Ethyl-phenoxy)-6,7-dimethoxy-quinoline C(C)C=1C=C(OC2=CC=NC3=CC(=C(C=C23)OC)OC)C=CC1